O=C1NC=NC2=C(C=CC=C12)NS(=O)(=O)C1=NC=CC=C1 N-(4-oxo-3,4-dihydro-quinazolin-8-yl)pyridine-2-sulfonamide